C(C)(C)(C)OC(=O)N1C=CC=2C1=C(N=CC2)OC 7-methoxy-1H-pyrrolo[2,3-c]pyridine-1-carboxylic acid tert-butyl ester